4-acetamidophenylcarboxylic acid C(C)(=O)NC1=CC=C(C=C1)C(=O)O